NC=1C=CN2C(=C(C(=C2C1)C(=O)OC)C(=O)OC)C(C1=CC=C(C=C1)Cl)=O Dimethyl 7-amino-3-(4-chlorobenzoyl)indolizine-1,2-dicarboxylate